C(#N)C(CNC=1C(=CC=C2C=CC(=CC12)C1=CC=CC(=N1)C(=O)NC1CCN(CC1)C)OC(C)C)=C 6-[8-(2-cyanoallylamino)-7-isopropoxy-2-naphthyl]-N-(1-methyl-4-piperidyl)pyridine-2-carboxamide